2,7-dimethyl-3-[[[1-(trifluoromethyl)cyclopropyl]amino]methyl]-5,7-dihydro-4H-pyrazolo[3,4-c]pyridine-6-carboxylic acid tert-butyl ester C(C)(C)(C)OC(=O)N1C(C=2C(CC1)=C(N(N2)C)CNC2(CC2)C(F)(F)F)C